O1CCC(CC1)(C(=O)O)C(=O)O tetrahydropyran-4,4-dicarboxylic acid